(4Z)-4-[3-(2,5-dichloro-4,6-dimethyl-1-oxopyridin-1-ium-3-yl)-2H-1,2,4-oxadiazol-5-ylidene]-2-hydroxy-6-nitrocyclohexa-2,5-dien-1-one ClC1[N+](C(=C(C(=C1C=1NO\C(\N1)=C\1/C=C(C(C(=C1)[N+](=O)[O-])=O)O)C)Cl)C)=O